ClC=1C(=CC=2[C@@H]3N(N4C(C2C1)=CC(C(=C4)C(=O)OCC)=O)C(CC3)(C)C)C#CC(C)(C)O ethyl (R)-11-chloro-12-(3-hydroxy-3-methylbut-1-yn-1-yl)-3,3-dimethyl-8-oxo-2,3,8,13b-tetrahydro-1H-pyrido[2,1-a]pyrrolo[1,2-c]phthalazine-7-carboxylate